2-(3-(4-(2-(2-aminopyridin-3-yl)-5-phenyl-3H-imidazo[4,5-b]pyridin-3-yl)phenyl)azetidine-1-carbonyl)benzoic acid NC1=NC=CC=C1C1=NC=2C(=NC(=CC2)C2=CC=CC=C2)N1C1=CC=C(C=C1)C1CN(C1)C(=O)C1=C(C(=O)O)C=CC=C1